tert-butyl 1,4,10,13-tetraoxa-7,16-diazacyclooctadecane-7-carboxylate O1CCOCCN(CCOCCOCCNCC1)C(=O)OC(C)(C)C